ClC1=CC=C(C=C1)CCCC(=O)O 4-(p-chlorophenyl)butyric acid